(2R)-3-[(2'S,4R)-2-chloro-2'-methyl-spiro[6,7-dihydrothieno[3,2-c]pyran-4,4'-piperidine]-1'-yl]-2-hydroxy-propanamide ClC1=CC2=C(CCO[C@]23C[C@@H](N(CC3)C[C@H](C(=O)N)O)C)S1